(±)-ethyl 6-(3-carbamoyltetrahydrofuran-3-yl)pyridine-3-carboxylate C(N)(=O)[C@@]1(COCC1)C1=CC=C(C=N1)C(=O)OCC |r|